COC([C@@H](N)C[Si](C)(C)C)=O 3-(Trimethylsilyl)-L-alanine methyl ester